CC1=C(C(=O)NC2(CC2)C2=C3C=CC=NC3=CC(=C2)C2=NC=C(C=N2)C)C=C(C=C1)N1CC2CCC(C1)N2C 2-methyl-5-(8-methyl-3,8-diazabicyclo[3.2.1]octan-3-yl)-N-(1-(7-(5-methylpyrimidin-2-yl)quinolin-5-yl)cyclopropyl)benzamide